Cl.C(C1=CC=CC=C1)OC1=NC(=CC=C1C1=NN(C2=C(C=CC=C12)N1CCC(CC1)CN1CCNCC1)C)OCC1=CC=CC=C1 3-(2,6-bis(benzyloxy)pyridin-3-yl)-1-methyl-7-(4-(piperazin-1-ylmethyl)piperidin-1-yl)-1H-indazole hydrochloride